(1,5,6,7,8,9-hexahydroimidazo[4',5':4,5]benzo[1,2-d]azepin-2-yl)-7-(((1s,3s)-3-hydroxycyclobutyl)amino)thieno[3,2-b]pyridin-5(4H)-one N1C(=NC2=CC3=C(CCNCC3)C=C21)C2=CC=1NC(C=C(C1S2)NC2CC(C2)O)=O